C(C1=CC=CC=C1)(=O)OCC1(CC1)N(C(=O)C1=NOC2=C1CN(CC2)C(=O)OC(C)(C)C)C tert-butyl 3-((1-((benzoyloxy)methyl)cyclopropyl)(methyl)carbamoyl)-6,7-dihydroisoxazolo[4,5-c]pyridine-5(4H)-carboxylate